C(C)OC(=O)C1=NC(=NO1)C 3-methyl-1,2,4-oxadiazole-5-carboxylic acid ethyl ester